N1(C=NC2=C1C=CC=C2)C=2C=C(SC2)C(=O)NCCCN2CCNCC2 4-(1H-benzo[d]imidazol-1-yl)-N-(3-(piperazin-1-yl)propyl)thiophene-2-carboxamide